1-((5-(2H-1,2,3-triazol-2-yl)pyridin-2-yl)methyl)-4-(3-fluorobicyclo[1.1.1]pentan-1-yl)piperazine-2,3-dione N=1N(N=CC1)C=1C=CC(=NC1)CN1C(C(N(CC1)C12CC(C1)(C2)F)=O)=O